C(C)NC(C1=CC(=CC(=C1)OC(F)(F)F)B1OC(C(O1)(C)C)(C)C)=O N-ethyl-3-(4,4,5,5-tetramethyl-1,3,2-dioxaborolan-2-yl)-5-(trifluoromethoxy)benzamide